C1(=CC=CC=C1)C1=NC(C(NC2=C1C=C(C=C2)Cl)=O)O 5-phenyl-3-hydroxy-7-chloro-1,3-dihydro-2H-1,4-benzodiazepine-2-one